COC(CC1=CC=C(C=C1)OCCOS(=O)(=O)C)=O [4-(2-methylsulfonyloxyethoxy)phenyl]acetic acid methyl ester